N12CC=C(C(CCC1)C2)OS(=O)(=O)C(F)(F)F trifluoromethanesulfonic acid 1-azabicyclo[3.3.1]non-3-en-4-yl ester